4-(4-[3-Cyano-4-[(1R)-1-(pyridin-2-yl)ethoxy]pyrazolo[1,5-a]pyridin-6-yl]-5-methylpyrazol-1-yl)piperidine-1-carbonitrile C(#N)C=1C=NN2C1C(=CC(=C2)C=2C=NN(C2C)C2CCN(CC2)C#N)O[C@H](C)C2=NC=CC=C2